9,9-bis(6-hydroxy-2-naphthyl)-4,5-di(9-anthryl)fluorene OC=1C=C2C=CC(=CC2=CC1)C1(C2=CC=CC(=C2C=2C(=CC=CC12)C=1C2=CC=CC=C2C=C2C=CC=CC12)C=1C2=CC=CC=C2C=C2C=CC=CC12)C1=CC2=CC=C(C=C2C=C1)O